C(N)(=O)C1=CN=C(S1)N1N=C(N=C1[C@H](C)NC(OC(C)(C)C)=O)C tert-butyl {(1S)-1-[1-(5-carbamoyl-1,3-thiazol-2-yl)-3-methyl-1H-1,2,4-triazol-5-yl]ethyl}carbamate